ClC1=C2C(=NC=C1OC=1C=NN3C1C=NC=C3)N=C(N2C)NC2=CC(=C(C=C2)[C@H]2N(CCC2)C)C(F)(F)F (S)-7-chloro-1-methyl-N-(4-(1-methylpyrrolidin-2-yl)-3-(trifluoromethyl)phenyl)-6-(pyrazolo[1,5-a]pyrazin-3-yloxy)-1H-imidazo[4,5-b]pyridin-2-amine